C12(CC(C1)C2)NC(CN2C(C(=CC=C2)NC([C@H](CCC(C(=O)NC2CCCCC2)=O)NC(=O)C=2OC1=C(C2CC)C=CC=C1)=O)=O)=O (S)-N1-(1-(2-(Bicyclo[1.1.1]pentan-1-ylamino)-2-oxoethyl)-2-oxo-1,2-dihydropyridin-3-yl)-N6-cyclohexyl-2-(3-ethylbenzofuran-2-carboxamido)-5-oxohexandiamid